[Ca+2].[O-2].[Mg+2].[O-2] magnesium oxide calcium